Pyrido[1,2-a]pyrimidine-4-thione N1=C2N(C(C=C1)=S)C=CC=C2